C1(CC1)C([C@@H](C=1N=C2N(N=C(C=C2)C[C@@H]2C(NCCC2)=O)C1)NC(=O)C1=NON=C1C)C1CC1 N-((S)-2,2-dicyclopropyl-1-(6-(((R)-2-oxopiperidin-3-yl)methyl)imidazo[1,2-b]pyridazin-2-yl)ethyl)-4-methyl-1,2,5-oxadiazole-3-carboxamide